N-((1,2,3,5,6,7-hexahydro-s-indacen-4-yl)carbamoyl)ethene-1-sulfonamide C1CCC2=C(C=3CCCC3C=C12)NC(=O)NS(=O)(=O)C=C